4-(2-cyanoprop-2-yl)-N-(2,3-difluoro-5-(7-(methylamino)-1,6-naphthyridin-3-yl)phenyl)pyridineamide C(#N)C(C)(C)C1=CC(=NC=C1)C(=O)NC1=C(C(=CC(=C1)C=1C=NC2=CC(=NC=C2C1)NC)F)F